8-[5-[5-[(1R)-1-(3,5-dichloro-4-pyridyl)ethoxy]-1H-indazol-3-yl]-2-pyridyl]-1-methyl-1,8-diazaspiro[4.5]decan-2-one ClC=1C=NC=C(C1[C@@H](C)OC=1C=C2C(=NNC2=CC1)C=1C=CC(=NC1)N1CCC2(CCC(N2C)=O)CC1)Cl